4-cyclopropyl-6-ethoxy-5-(4,4,5,5-tetramethyl-1,3,2-dioxaborolan-2-yl)pyrimidine C1(CC1)C1=NC=NC(=C1B1OC(C(O1)(C)C)(C)C)OCC